ClC=1C=C(C(=NC1)OC1=C(C2=C(C=N1)N=C(N2C)C(=O)NC2(CCS(CC2)(=O)=O)C)C)OCC(F)F 6-[[5-Chloro-3-(2,2-difluoroethoxy)-2-pyridyl]oxy]-1,7-dimethyl-N-(4-methyl-1,1-dioxo-thian-4-yl)imidazo[4,5-c]pyridine-2-carboxamide